OC=1C2=C(N(C(C1[N+](=O)[O-])=O)C)CCC2 4-hydroxy-1-methyl-3-nitro-6,7-dihydro-1H-cyclopenta[b]pyridin-2(5H)-one